N1,N1-Dimethyl-N4-(5-Methyl-4-(6-(pyridin-3-ylamino)imidazo[1,2-a]pyridin-3-yl)pyrimidin-2-yl)cyclohexane-1,4-diamine CN(C1CCC(CC1)NC1=NC=C(C(=N1)C1=CN=C2N1C=C(C=C2)NC=2C=NC=CC2)C)C